C(=O)(OC(C)(C)C)NO Bocamino alcohol